ClC1=CC=C(C=C1)C=1C=C(C(N(N1)C=1C=NC=CC1)=O)C(=O)N[C@H](C(F)(F)F)C(C)(C)O 6-(4-chlorophenyl)-3-oxo-2-(pyridin-3-yl)-N-[(2S)-1,1,1-trifluoro-3-hydroxy-3-methylbut-2-yl]-2,3-dihydropyridazine-4-carboxamide